ClC1=CC=2OCCC3N(C2N=C1)CCN(C3)C(CCOCC3NCC3)=O 2-((3-(3-chloro-6,7,7a,8,10,11-hexahydro-9H-pyrazino[1,2-d]pyrido[3,2-b][1,4]oxazepin-9-yl)-3-oxopropoxy)methyl)azetidin